FC(F)(F)C1OCC1 (trifluoromethyl)oxetan